OC1(C(N(C2=CC=CC=C12)C)=O)CC1=CC=NC=C1 3-hydroxy-1-methyl-3-(pyridin-4-ylmethyl)indolin-2-one